SCC(=O)N mercaptoacetylamine